C(=CC1=CC=CC=C1)C1=CC=C(C=C1)C1C(C2=CC=CC=C2C=C1)O 2-(4-styryl-phenyl)-2H-naphthol